Cl.C(=O)(OCC1C2=CC=CC=C2C2=CC=CC=C12)N[C@@H](CCCCN)C(=O)O Fmoc-L-lysine hydrochloride